(S)-2-amino-4-(3-(methylamino)phenyl)butanoic acid N[C@H](C(=O)O)CCC1=CC(=CC=C1)NC